C1(=CC=CC=C1)C1=NC(=NC(=N1)C1=CC=CC=C1)C=1C=C(C=CC1)C1=C2C=CC=CC2=C(C2=CC=CC=C12)C=1C=C(C=CC1)P(C(C)C)C(C)C (3-(10-(3-(4,6-Diphenyl-1,3,5-triazin-2-yl)phenyl)anthracene-9-yl)phenyl)diisopropylphosphine